(R)-N-(4-((2-(1,1-difluoroethyl)-6-methylpyrimidin-4-yl)amino)-5-(3-(tetrahydrofuran-2-yl)propoxy)pyridin-2-yl)acetamide FC(C)(F)C1=NC(=CC(=N1)NC1=CC(=NC=C1OCCC[C@@H]1OCCC1)NC(C)=O)C